1-[[2-(4-chlorophenyl)-4,4-dimethyl-cyclohexen-1-yl]methyl]piperazine dihydrochloride Cl.Cl.ClC1=CC=C(C=C1)C1=C(CCC(C1)(C)C)CN1CCNCC1